COC(C[C@H]1C=2N(C3=C(C(=N1)C1=CC=C(C=C1)C=1CC(C=CC1)(F)OCC(=O)OC(C)(C)C)C(=C(S3)C)C)C(=NN2)C)=O.N2=C(C=CC=C2)CCCCC2=NC=CC=C2 1,4-bis(2-pyridyl)butane methyl-{(6S)-4-[3'-(2-t-butoxy-2-oxoethoxy)-3'-fluoro[1,1'-biphenyl]-4-yl]-2,3,9-trimethyl-6H-thieno[3,2-f][1,2,4]triazolo[4,3-a][1,4]diazepin-6-yl}acetate